tributyloctyl-phosphine iodide [I-].C(CCC)C(CCCCCCCP)(CCCC)CCCC